2-(5-{2',7-dimethyl-1H,2'H-[3,4'-biindazol]-1-yl}pyridin-2-yl)-2,6-diazaspiro[3.4]octane-6-carbaldehyde CN1N=C2C=CC=C(C2=C1)C1=NN(C2=C(C=CC=C12)C)C=1C=CC(=NC1)N1CC2(C1)CN(CC2)C=O